2-((4-((7-Fluoroquinazolin-4-yl)amino)pentyl)(4-(trifluoromethoxy)benzyl)amino)ethan-1-ol FC1=CC=C2C(=NC=NC2=C1)NC(CCCN(CCO)CC1=CC=C(C=C1)OC(F)(F)F)C